(S)-6-(2,3-dichloro-6-hydroxyphenyl)-2-(tetrahydro-2H-pyran-4-yl)-2,5,6,7-tetrahydro-3H-pyrrolo[2,1-c][1,2,4]triazol-3-one ClC1=C(C(=CC=C1Cl)O)[C@@H]1CC2=NN(C(N2C1)=O)C1CCOCC1